[OH-].C(=O)(O)C=1C=[N+](C=CC1)C 3-Carboxyl-methylpyridinium hydroxide